N1=CN=CC(=C1)CCCN 3-(pyrimidin-5-yl)propan-1-amine